N(=C=O)COC Isocyanato(methoxy)methane